(R)-2-(oxiran-2-yl)ethan-1-ol O1[C@@H](C1)CCO